N1=CC=C(C=C1)C1=NC2=CN=CC=C2C(=C1)N1CCOCC1 4-(2-(pyridin-4-yl)-1,7-naphthyridin-4-yl)morpholine